7-(difluoromethyl)-2-methyl-2H-indazol-5-amine hydrochloride Cl.FC(C1=CC(=CC2=CN(N=C12)C)N)F